O=C1C(=CN=CN1)C(=O)O 6-OXO-1,6-DIHYDRO-PYRIMIDINE-5-CARBOXYLIC ACID